C(C)(C)(C)OC(=O)N1C[C@@H](C[C@H](C1)F)NC1=C2C(=C(N=N1)C1=CC=C(C=C1)Cl)C=NC=C2.S2C=CCC2 Thiolen tert-butyl-(3R,5R)-3-((4-(4-chlorophenyl)pyrido[3,4-d]pyridazin-1-yl)amino)-5-fluoropiperidine-1-carboxylate